OC1=C(C=C(C(=C1C=O)O)C=O)C=O 2,4-dihydroxybenzene-1,3,5-tricarbaldehyde